C(C1=CC=CC=C1)C=1C=C(C=CC1)C1=CC(=C(C=C1)NC([C@H](CC1=CNC2=CC=CC=C12)NC(=O)OC(C)(C)C)C#N)C(=O)OC methyl 3'-benzyl-4-(((2S)-2-((tert-butoxycarbonyl)amino)-1-cyano-3-(1H-indol-3-yl)propyl)-amino)-[1,1'-biphenyl]-3-carboxylate